tert-butyl (3S)-3-(4,5-dibromotriazol-2-yl)piperidine-1-carboxylate BrC1=NN(N=C1Br)[C@@H]1CN(CCC1)C(=O)OC(C)(C)C